NC=1N=CC(=NC1OC(C)C1=C(C(=CC=C1Cl)F)Cl)C=1C=C(C(=O)O)C=CC1 3-{5-amino-6-[1-(2,6-dichloro-3-fluoro-phenyl)-ethoxy]-pyrazin-2-yl}-benzoic acid